1-methyl-1H-benzimidazole-6-carboxamide CN1C=NC2=C1C=C(C=C2)C(=O)N